N-tetradecyl-2-(3,4-dimethoxyphenyl)-3,7-dimethoxyquinolin-4-one C(CCCCCCCCCCCCC)N1C(=C(C(C2=CC=C(C=C12)OC)=O)OC)C1=CC(=C(C=C1)OC)OC